[N+](=O)([O-])C1=CC(=C(C=C1)N1C2=CC=CC=C2C=2C=CC=CC12)C(F)(F)F N-(4-nitro-2-trifluoromethyl-phenyl)carbazole